C(#N)[C@@H](C[C@@H]1C(NCCC1)=O)NC(=O)[C@@H]1N([C@H]2CC([C@@H]1CC2)(F)F)C([C@H](C(C)(C)C)NC(C(F)(F)F)=O)=O (1R,3R,4R)-N-[(1R)-1-cyano-2-[(3R)-2-oxo-3-piperidyl]ethyl]-2-[(2S)-3,3-dimethyl-2-[(2,2,2-trifluoroacetyl)amino]butanoyl]-5,5-difluoro-2-azabicyclo[2.2.2]octane-3-carboxamide